3-chloro-5-methylphenyl-carbamate ClC=1C=C(C=C(C1)C)NC([O-])=O